1-p-bromophenyl-2,5-diphenylpyrrole BrC1=CC=C(C=C1)N1C(=CC=C1C1=CC=CC=C1)C1=CC=CC=C1